C12(CCC(CC1)C2)[Si](OC)(OC)C21CCC(CC2)C1 di-norbornyl-dimethoxysilane